(S)-2-Methyl-pyridine hydrochloride Cl.CC1=NC=CC=C1